3-benzyl-2-(6-(4-(benzyloxy)-2-ethylphenyl)-1H-indazol-3-yl)-3,4,6,7-tetrahydro-5H-imidazo[4,5-c]pyridine-5,6-dicarboxylate C(C1=CC=CC=C1)N1C(=NC2=C1CN(C(C2)C(=O)[O-])C(=O)[O-])C2=NNC1=CC(=CC=C21)C2=C(C=C(C=C2)OCC2=CC=CC=C2)CC